[C@@H]1([C@H](O)[C@@H](O)[C@H](O)[C@H](O1)CO)C(CC)[N-]C beta-D-glucosyl-N-methylpropylamide